E-Dihydroxyacetone Phosphate P(=O)(O)(O)O.OC(C(C)=O)O